N1=C(C=CC=C1)OC(OC1=NC=CC=C1)=S carbonothioic acid-O,O-di-2-pyridinyl ester